C1(CC1)S(=O)(=O)N1CCC(CC1)NC=1N=CC2=C(N1)C(=NC(=C2)C)N2CC(CC2)OC(F)F N-(1-(cyclopropylsulfonyl)piperidin-4-yl)-8-(3-(difluoromethoxy)pyrrolidin-1-yl)-6-methylpyrido[3,4-d]pyrimidin-2-amine